methyl 3-((1-(2,7-dimethyl-1-oxo-3-phenyl-1,2-dihydroisoquinolin-5-yl) ethyl) amino)-5,6-dihydro-4H-pyrrolo[1,2-b]pyrazole-2-carboxylate CN1C(C2=CC(=CC(=C2C=C1C1=CC=CC=C1)C(C)NC1=C2N(N=C1C(=O)OC)CCC2)C)=O